serylacrylate N[C@@H](CO)C(=O)OC(C=C)=O